C1(CC1)OC=1C=NC=CC1 3-cyclopropoxypyridine